ClC=1C=C(C=CC1F)NC1=NC=NC2=CC(=C(C=C12)NC(C=C)=O)OCCCN1CCOCC1 N-[4-[(3-chloro-4-fluorophenyl)amino]-7-(3-morpholin-4-ylpropoxy)quinazolin-6-yl]prop-2-enamide